C(C)(C)NC(OC(C(F)(F)F)(C(F)(F)F)[C@]1(CN(CC1)C(C)(C)C=1C=NC(=CC1)C)CCC=1SC(=CC1)F)=O |o1:15| (R or S)-1,1,1,3,3,3-hexafluoro-2-(3-(2-(5-fluoro-thiophen-2-yl)ethyl)-1-(2-(6-methylpyridin-3-yl)propan-2-yl)pyrrolidin-3-yl)propan-2-yl isopropylcarbamate